(S)-4-((1H-pyrazol-1-yl)methyl)-N-(7-(3-hydroxy-3-methylbut-1-yn-1-yl)-5-methyl-4-oxo-2,3,4,5-tetrahydrobenzo[b][1,4]oxazepin-3-yl)picolinamide N1(N=CC=C1)CC1=CC(=NC=C1)C(=O)N[C@@H]1C(N(C2=C(OC1)C=CC(=C2)C#CC(C)(C)O)C)=O